2-(2,6-dioxopiperidine-3-yl)-4-fluoroisoindole-1,3-dione O=C1NC(CCC1N1C(C2=CC=CC(=C2C1=O)F)=O)=O